5-benzylmercapto-1H-tetrazoleacetonitrile C(C1=CC=CC=C1)SC1(N=NNN1)CC#N